C(C=C)(=O)C(C(=O)O)C(O)(C(=O)O)CC(=O)O acryloyl-citric acid